C(C1=CC=CC=C1)N1C([C@](C2=CC=C(C=C12)C(F)(F)F)(C)CC(=O)O)=O (R)-2-(1-benzyl-3-methyl-2-oxo-6-(trifluoromethyl)indol-3-yl)acetic acid